C(#N)CC1CCN(CC1)C=1N=C(C2=C(C=NNC2=O)N1)NC1=CC=C(C=C1)N1CCN(CC1)CC(=O)O 2-(4-(4-((2-(4-(cyanomethyl)piperidin-1-yl)-5-oxo-5,6-dihydropyrimido[4,5-d]pyridazin-4-yl)amino)phenyl)piperazin-1-yl)acetic acid